CC1=CC2=C(N=NN(C2=O)CC(=O)O)C(=C1)C 2-(6,8-dimethyl-4-oxo-benzo[d][1,2,3]triazin-3(4H)-yl)acetic acid